N-[(1R)-1-[3-amino-5-(trifluoromethyl)phenyl]ethyl]-5-(2-fluorophenyl)-4-oxo-thieno[2,3-d]pyridazine-7-carboxamide NC=1C=C(C=C(C1)C(F)(F)F)[C@@H](C)NC(=O)C1=NN(C(C2=C1SC=C2)=O)C2=C(C=CC=C2)F